NC=1C=C(OCCCCS(=O)(=O)O)C=CC1 4-(3-amino-phenoxy)butane-1-sulfonic acid